C1(=CC(=CC=C1)C1=NC2=C3N=C(C=CC3=CC=C2C=C1)C=1C=CC=2C(C3=CC=CC=C3C2C1)(C=1C=NC=CC1)C1=CC=CC=C1)C1=CC=CC=C1 2-([1,1'-biphenyl]-3-yl)-9-(9-phenyl-9-(pyridin-3-yl)-9H-fluoren-3-yl)-1,10-phenanthroline